C(CCCCCCCC)OC(CCCCC\C=C/CCO)OCCCCCCCCC (3Z)-10,10-dinonyloxy-3-decen-1-ol